4,6-dichloro-2-methyl-5-nitro-pyrimidine ClC1=NC(=NC(=C1[N+](=O)[O-])Cl)C